4-[1-(2-hydroxyethyl)piperidin-4-yl]-N-(4-{[6-(2-methoxyethoxy)-1H-indol-5-yl]oxy}pyridine-2-yl)benzamide OCCN1CCC(CC1)C1=CC=C(C(=O)NC2=NC=CC(=C2)OC=2C=C3C=CNC3=CC2OCCOC)C=C1